methylresorcin CC1=C(O)C=CC=C1O